N1N=CC=C1C(=O)N 1H-pyrazole-5-amide